C1(=CC=CC=C1)/C=C/CCO (E)-4-phenylbut-3-en-1-ol